C1(CC1)OC1=C(C(=NC=C1)C(F)(F)F)CO [4-Cyclopropoxy-2-(trifluoromethyl)pyridine-3-yl]methanol